[Mo](=O)(=O)=O.[S] sulfur molybdenum trioxide